CN(C(OC(C)(C)C)=O)CCC1=CC(=CC=C1)OCCN1CC2(CCO2)C1 tert-butyl methyl(2-{3-[2-(1-oxa-6-azaspiro[3.3]heptan-6-yl)ethoxy]phenyl}ethyl)carbamate